(R)-2-(3-(4-fluorophenyl)-1-(1-(7,8-difluoro-1-oxo-1,2-dihydroisoquinolin-4-yl)ethyl)ureido)ethane-1-sulfonamide FC1=CC=C(C=C1)NC(N([C@H](C)C1=CNC(C2=C(C(=CC=C12)F)F)=O)CCS(=O)(=O)N)=O